carbon bisphenol A OC1=CC=C(C=C1)C(C)(C)C1=CC=C(C=C1)O.[C]